CC=1C=C(C=C(C1)C)NC1=NC=C(C(=N1)NC=1C=C(C2=C(NC(O2)=O)C1)F)C 5-(2-(3,5-dimethylphenylamino)-5-methylpyrimidin-4-ylamino)-7-fluorobenzo[d]oxazol-2(3H)-one